2-(2,5,8,11,14-Pentaoxahexadecan-16-yloxy)-5-bromopyrimidine COCCOCCOCCOCCOCCOC1=NC=C(C=N1)Br